BrC=1C=C(C(=NC1)[N+](=O)[O-])N1[C@H](CCC1)C=1C=C(C(=O)OC)C=C(C1)F methyl (R)-3-(1-(5-bromo-2-nitropyridin-3-yl)pyrrolidin-2-yl)-5-fluorobenzoate